(1S,2S,3S)-3-[(4-chlorophenyl)methyl]-2-hydroxy-1-methyl-2-(1H-1,2,4-triazol-1-ylmethyl)cyclopentanecarboxylate ClC1=CC=C(C=C1)C[C@H]1[C@]([C@](CC1)(C(=O)[O-])C)(CN1N=CN=C1)O